2-(2-(chloromethoxy)-2-oxoethyl)phenyl benzoate C(C1=CC=CC=C1)(=O)OC1=C(C=CC=C1)CC(=O)OCCl